1-(6-chloro-4-isopropylquinolin-3-yl)ethan-1-one ClC=1C=C2C(=C(C=NC2=CC1)C(C)=O)C(C)C